FCC=1[C@@H]([C@@H]([C@H]([C@@H](C1)NCCC1CCC(CC1)C(F)(F)F)O)O)O (1S,2S,3S,6R)-4-(fluoromethyl)-6-((2-(4-(trifluoromethyl)cyclohexyl)ethyl)amino)cyclohex-4-ene-1,2,3-triol